heptacosane montanate C(CCCCCCCCCCCCCCCCCCCCCCCCCCC)(=O)O.CCCCCCCCCCCCCCCCCCCCCCCCCCC